C(C)(C)(C)OC(=O)NC(C(=O)N[C@@H](CCCCN)C(=O)O)CCCCNC(=O)OC(C)(C)C (S)-2,6-di-tert-butoxycarbonylaminocaproyl-L-lysine